C[N+](CCC[Si](O)(O)O)(CCCCCCCCCCCCCCCCCC)C dimethyloctadecyl[3-(trihydroxysilyl)propyl]ammonium